FC1CN(C1)C(=O)C=1N=NC(=C(C1)C)N1CC=2C=C(C=NC2CC1)C1=CC=NN1C (3-fluoroazetidin-1-yl)(5-methyl-6-(3-(1-methyl-1H-pyrazol-5-yl)-7,8-dihydro-1,6-naphthyridin-6(5H)-yl)pyridazin-3-yl)methanone